ClC1=C(C=CC=C1)C=1C(=C(OC1)C(=O)N)CC=1SC(=CC1)C1=CC=C(C=C1)Cl (2-chlorophenyl)-((5-(4-chlorophenyl)thiophen-2-yl)methyl)furan-2-carboxamide